4-((Cyclopropylmethyl)sulfonamido)-N-(6-(4,4-difluoropiperidin-1-yl)-4-methyl-pyridin-2-yl)-2-(6-azaspiro[2.5]octan-6-yl)benzamide C1(CC1)CS(=O)(=O)NC1=CC(=C(C(=O)NC2=NC(=CC(=C2)C)N2CCC(CC2)(F)F)C=C1)N1CCC2(CC2)CC1